2-(2,6-dioxopiperidin-3-yl)-4-methoxy-6,7-dihydropyrrolo[3,4-f]isoindole-1,3(2H,5H)-dione O=C1NC(CCC1N1C(C2=CC=3CNCC3C(=C2C1=O)OC)=O)=O